N[C@H](C(=O)O)CCC(=O)N[C@@H](CS)C(=O)NCC(=O)O 1E-glutathione